(Z)-4-ethoxy-4-oxobut-2-enoic acid C(C)OC(\C=C/C(=O)O)=O